N-(4-((2-(1,1-difluoroethyl)pyrimidin-4-yl)amino)-5-(6-methoxy-2-methylpyrimidin-4-yl)pyridin-2-yl)acetamide FC(C)(F)C1=NC=CC(=N1)NC1=CC(=NC=C1C1=NC(=NC(=C1)OC)C)NC(C)=O